2-bromo-3-methoxyisonicotinaldehyde BrC=1C(=C(C=O)C=CN1)OC